C[C@@H]1CN(CCC1)CC1=C2C(=NC(=C1)C(=O)OC)CCC2 (S)-methyl 4-((3-methylpiperidin-1-yl)methyl)-6,7-dihydro-5H-cyclopenta[b]pyridine-2-carboxylate